3',3-dimethoxybenzidine dihydrochloride Cl.Cl.COC=1C=C(C2=CC(=C(N)C=C2)OC)C=CC1N